2-chloro-N4-((1-(1-methyl-4-(trifluoromethyl)-1H-imidazol-2-yl)piperidin-4-yl)methyl)pyrimidine-4,5-diamine ClC1=NC=C(C(=N1)NCC1CCN(CC1)C=1N(C=C(N1)C(F)(F)F)C)N